trimethylcyclohexyl-sulfonium CC1(C(CCCC1)([SH2+])C)C